4-[(2,6-dichloro-4-pyridinyl)-difluoro-methyl]benzoic acid methyl ester COC(C1=CC=C(C=C1)C(F)(F)C1=CC(=NC(=C1)Cl)Cl)=O